(E)-N'-{[2-chloro-1-(2-ethoxyethyl)-1H-indol-3-yl]methylene}-5-methylbenzofuran-2-carbohydrazide ClC=1N(C2=CC=CC=C2C1\C=N\NC(=O)C=1OC2=C(C1)C=C(C=C2)C)CCOCC